1-((3R,4R)-1-acetyl-3-fluoropiperidin-4-yl)-4-chloro-N-(5-((4-fluorophenyl)ethynyl)-3-methylpyridin-2-yl)-1H-pyrazole-5-carboxamide C(C)(=O)N1C[C@H]([C@@H](CC1)N1N=CC(=C1C(=O)NC1=NC=C(C=C1C)C#CC1=CC=C(C=C1)F)Cl)F